FS(F)(F)(F)F pentafluoro-sulfane